(S)-1-(6-(1-((1-(3-((4-((5-chloropyrimidin-2-yl)amino)piperidin-1-yl)sulfonyl)phenyl)-pyrrolidin-3-yl)methyl)piperidin-4-yl)-1-methyl-1H-indazol-3-yl)dihydropyrimidine-2,4(1H,3H)-dione ClC=1C=NC(=NC1)NC1CCN(CC1)S(=O)(=O)C=1C=C(C=CC1)N1C[C@@H](CC1)CN1CCC(CC1)C1=CC=C2C(=NN(C2=C1)C)N1C(NC(CC1)=O)=O